5-(3-(trifluoromethoxy)phenyl)oxazole-2-carboxylic acid ethyl ester C(C)OC(=O)C=1OC(=CN1)C1=CC(=CC=C1)OC(F)(F)F